C1(CCCCCCC1)NCC(CS(=O)(=O)O)C 3-cyclooctylamino-2-methyl-propane-1-sulfonic acid